4-[[(7R)-8-cyclopentyl-7-ethyl-5-methyl-6-oxo-7H-pteridin-2-yl]amino]-3-methoxy-N-[4-[2-(4-piperidyloxy)ethoxy]butyl]benzamid C1(CCCC1)N1[C@@H](C(N(C=2C=NC(=NC12)NC1=C(C=C(C(=O)NCCCCOCCOC2CCNCC2)C=C1)OC)C)=O)CC